2,4-dichloro-3-((1,3-dimethyl-1H-pyrazol-5-yloxy)methyl)benzoic acid ClC1=C(C(=O)O)C=CC(=C1COC1=CC(=NN1C)C)Cl